C(C)(C)(C)OC(=O)C1C2C=CC(C1C(=O)OC(C)(C)C)C2 2,3-bis(tert-butyloxycarbonyl)-5-norbornene